CC1(OCCCCCCCCCCCCOP(=O)([O-])[O-])C(C=CC=C1)C o-dimethylphenoxydodecylphosphate